Ethyl acetate Ethyl-hexanoate Ethyl-octanoate Ethyl-palmitate Ethyl-tetradecanoate Isoamyl-acetate C(CC(C)C)CC(=O)O.C(C)OC(CCCCCCCCCCCCC)=O.C(C)OC(CCCCCCCCCCCCCCC)=O.C(C)OC(CCCCCCC)=O.C(C)OC(CCCCC)=O.C(C)(=O)OCC